3-methyl-5-[2-methyl-4-[6-(trifluoromethyl)quinazolin-2-yl]phenyl]-4h,5h,6h,7h-pyrazolo[1,5-a]pyrazine-2-carboxylic acid ethyl ester C(C)OC(=O)C1=NN2C(CN(CC2)C2=C(C=C(C=C2)C2=NC3=CC=C(C=C3C=N2)C(F)(F)F)C)=C1C